(R)-N-(8'-(azetidin-1-yl)-4'H-spiro[cyclopropane-1,5'-naphtho[2,1-d]isoxazol]-3'-yl)-2,6-dimethoxy-4-(3-methoxypyrrolidine-1-carbonyl)benzenesulfonamide N1(CCC1)C1=CC=C2C3(CC=4C(=NOC4C2=C1)NS(=O)(=O)C1=C(C=C(C=C1OC)C(=O)N1C[C@@H](CC1)OC)OC)CC3